C(C)N1N=CC(=C1)CC=1C=NN(C1OC)C 4-((1-ethyl-1H-pyrazol-4-yl)methyl)-5-methoxy-1-methyl-1H-pyrazol